Methyl 4-((4-([1,1'-biphenyl]-4-ylmethoxy)quinoline-2-carboxamido)methyl)benzoate C1(=CC=C(C=C1)COC1=CC(=NC2=CC=CC=C12)C(=O)NCC1=CC=C(C(=O)OC)C=C1)C1=CC=CC=C1